2,7-dibromo-9,9-dimethylacridan BrC1=CC=2C(C3=CC(=CC=C3NC2C=C1)Br)(C)C